1,2-dimethylpiperidinium chloride [Cl-].C[NH+]1C(CCCC1)C